tert-butyl (2R,3S)-3-amino-2-(2-(7-fluoro-1-oxo-6-(5-(trifluoromethyl)pyrimidin-2-yl)isoquinolin-2(1H)-yl)ethyl)pyrrolidine-1-carboxylate N[C@@H]1[C@H](N(CC1)C(=O)OC(C)(C)C)CCN1C(C2=CC(=C(C=C2C=C1)C1=NC=C(C=N1)C(F)(F)F)F)=O